N-(3-(difluoromethyl)-1-((1R,4R)-4-(2-oxoethyl)cyclohexyl)-1H-pyrazol-4-yl)-5-morpholinopyrazolo[1,5-a]pyrimidine-3-carboxamide FC(C1=NN(C=C1NC(=O)C=1C=NN2C1N=C(C=C2)N2CCOCC2)C2CCC(CC2)CC=O)F